1,4-Dichlorobenzol ClC1=CC=C(C=C1)Cl